5-(4-(6-(2-hydroxyphenyl)pyridazin-4-yl)phenoxy)pentanoic acid OC1=C(C=CC=C1)C1=CC(=CN=N1)C1=CC=C(OCCCCC(=O)O)C=C1